2-[ETHYL(3-OXOPROPYL)AMINO]-N-METHYLACETAMIDE C(C)N(CC(=O)NC)CCC=O